CN1N=C(C2=NC=C(C=C21)B2OC(C(O2)(C)C)(C)C)C(F)(F)F 1-methyl-6-(4,4,5,5-tetramethyl-1,3,2-dioxaborolan-2-yl)-3-(trifluoromethyl)-1H-pyrazolo[4,3-b]pyridine